(2S,3R)-3-((2-aminopyridin-4-yl)methyl)-N2-(1-methyl-1H-pyrazol-3-yl)-N1-((S)-1-(3-chlorophenyl)propyl)-N2-methyl-4-oxoazetidine-1,2-dicarboxamide NC1=NC=CC(=C1)C[C@@H]1[C@H](N(C1=O)C(=O)N[C@@H](CC)C1=CC(=CC=C1)Cl)C(=O)N(C)C1=NN(C=C1)C